ethyl 3-(3,4-difluoro-2-methoxyphenyl)-4,5-dimethyl-5-(trifluoromethyl)-4,5-dihydrothiophene-2-carboxylate FC=1C(=C(C=CC1F)C1=C(SC(C1C)(C(F)(F)F)C)C(=O)OCC)OC